N(=[N+]=[N-])C1=C(C=2C(=NSN2)C(=C1)C=O)C=O azidobenzo[c][1,2,5]thiadiazole-4,7-dicarboxaldehyde